C(NC1C(CCCC1CCCC(C)C)CCCC(C)C)NC1C(CCCC1CCCC(C)C)CCCC(C)C methylenebis(2,6-di(4-methylpent-1-yl)cyclohexylamine)